BrC1=CC=C2C(=N1)C(=CN2)NC2=NC1=C(N2)C=CC(=C1)OC1=CC(=CC=C1)S(=O)(=O)C N-(5-bromo-1H-pyrrolo[3,2-b]pyridin-3-yl)-5-[3-(methylsulfonyl)phenoxy]-1H-benzo[d]imidazol-2-amine